C1(CC1)NC1=NC=2N(C(C=NC2C=N1)=O)C1=CC=C(C=C1)C1CC1 2-(cyclopropylamino)-8-(4-cyclopropylphenyl)pteridine-7(8H)-one